4-(difluoromethoxy)-N-(5-(4-methoxy-3-methylphenyl)-1-methyl-3-oxo-2-(3-(trifluoromethyl)pyridin-2-yl)-2,3-dihydro-1H-pyrazol-4-yl)benzamide FC(OC1=CC=C(C(=O)NC=2C(N(N(C2C2=CC(=C(C=C2)OC)C)C)C2=NC=CC=C2C(F)(F)F)=O)C=C1)F